N-((1-((5-((4-(aminomethyl)piperidin-1-yl)methyl)-3',5'-dichloro-[1,1'-biphenyl]-3-yl)methyl)piperidin-4-yl)methyl)acetamide NCC1CCN(CC1)CC=1C=C(C=C(C1)C1=CC(=CC(=C1)Cl)Cl)CN1CCC(CC1)CNC(C)=O